[Si](C)(C)(C(C)(C)C)OC[C@H]1O[C@H]([C@H]2[C@@H]1OC(O2)(C)C)N2C1=NC=NC(=C1N=C2)NC(=O)N[C@@H](CCC(=O)OC(C)(C)C)C(=O)OC(C)(C)C di-tert-butyl ((9-((3aR,4R,6R,6aR)-6-(((tert-butyldimethylsilyl)oxy) methyl)-2,2-dimethyltetrahydrofuro[3,4-d][1,3]dioxol-4-yl)-9H-purin-6-yl)carbamoyl)-L-glutamate